7-Bromo-4-(4-cyclopropyl-2-methoxyphenyl)phthalazin-1-ol BrC1=CC=C2C(=NN=C(C2=C1)O)C1=C(C=C(C=C1)C1CC1)OC